ClC=1C2=C(N=C(N1)C)NC(C(=C2)C2CCS(CC2)(=O)=O)=O 4-chloro-6-(1,1-dioxidotetrahydro-2H-thiopyran-4-yl)-2-methylpyrido[2,3-d]pyrimidin-7(8H)-one